4-(4-((4'-fluoro-[1,1'-biphenyl]-2-yl)methyl-d2)piperazin-1-yl)benzoic acid FC1=CC=C(C=C1)C1=C(C=CC=C1)C(N1CCN(CC1)C1=CC=C(C(=O)O)C=C1)([2H])[2H]